2-[(5-bromo-2-nitrophenyl)amino]Ethan-1-ol BrC=1C=CC(=C(C1)NCCO)[N+](=O)[O-]